NC=1C(=C(C=C2C=C(N=CC12)NC(OC1CC(C1)OC)=O)C1=C(C2=C(OCCN2)N=C1)C)F 3-Methoxycyclobutyl (8-amino-7-fluoro-6-(8-methyl-2,3-dihydro-1H-pyrido[2,3-b][1,4]oxazin-7-yl)isoquinolin-3-yl)carbamate